4-((1-(4-(10-Fluoro-3-phenyl-5H-imidazo[1,2-c]pyrido[3,4-e][1,3]oxazin-2-yl)benzyl)piperidin-4-yl)amino)pyrimidine-2-carbonitrile FC1=NC=CC2=C1C=1N(CO2)C(=C(N1)C1=CC=C(CN2CCC(CC2)NC2=NC(=NC=C2)C#N)C=C1)C1=CC=CC=C1